COCCCN1N=CC=C1C#N 1-(3-methoxypropyl)-1H-pyrazole-5-carbonitrile